(R)-N-(4-(3-((5-chloro-4-hydroxypyrimidin-2-yl)amino)pyrrolidine-1-carbonyl)phenyl)acrylamide ClC=1C(=NC(=NC1)N[C@H]1CN(CC1)C(=O)C1=CC=C(C=C1)NC(C=C)=O)O